ClC1=NC(=NC(=C1)C)C12COC(C1)(C2)C 4-Chloro-6-methyl-2-(1-methyl-2-oxabicyclo[2.1.1]hex-4-yl)pyrimidine